OC1=C2C=CC=C(C2=CC=C1)C=O 5-HYDROXYNAPHTHALENE-1-CARBOXALDEHYDE